[(1R,3R,5S)-3-[(3-[bicyclo[2.2.2]octan-1-yl]-5-cyclopropyl-1,2-oxazol-4-yl)carbonyloxy]-8-azabicyclo[3.2.1]octan-8-yl]-4-methoxy-1,3-benzothiazole-6-carboxylic acid C12(CCC(CC1)CC2)C2=NOC(=C2C(=O)OC2C[C@H]1CC[C@@H](C2)N1C=1SC2=C(N1)C(=CC(=C2)C(=O)O)OC)C2CC2